BrC1=C(CN(C2(CCN(CC2)C(=O)OC(C)(C)C)C)C)C=CC=C1Cl tert-butyl 4-((2-bromo-3-chlorobenzyl) (methyl) amino)-4-methylpiperidine-1-carboxylate